3-AMINOPHENYLBORONIC ACID MONOHYDRATE O.NC=1C=C(C=CC1)B(O)O